ethyl 2-formyl-1-((2-(trimethylsilyl)ethoxy)methyl)-1H-imidazole-4-carboxylate C(=O)C=1N(C=C(N1)C(=O)OCC)COCC[Si](C)(C)C